1-[[2-[3-(trifluoromethyl)phenyl]-1H-indol-5-yl]methyl]cyclopropanecarboxylic acid FC(C=1C=C(C=CC1)C=1NC2=CC=C(C=C2C1)CC1(CC1)C(=O)O)(F)F